(cyclobutylmethyl)methanamine C1(CCC1)CCN